(2R)-tetrahydropyranyl-oxy-1,4-butanedioic acid dimethyl ester COC([C@@H](CC(=O)OC)OC1OCCCC1)=O